tetrapyridyl-terphenyl N1=C(C=CC=C1)C=1C(=C(C(=C(C1)C=1C(=CC=CC1)C1=CC=CC=C1)C1=NC=CC=C1)C1=NC=CC=C1)C1=NC=CC=C1